(S)-3-acetamido-4-(((S)-1-((5-(4-aminobutoxy)-2-methylbenzyl)amino)-1-oxo-4-phenylbutan-2-yl)amino)-4-oxobutanoic acid C(C)(=O)N[C@@H](CC(=O)O)C(=O)N[C@H](C(=O)NCC1=C(C=CC(=C1)OCCCCN)C)CCC1=CC=CC=C1